[O-]P([O-])(=O)OP(=O)([O-])O.[K+].[Zn+2] zinc-potassium pyrophosphate